3-((dimethylamino)methyl)-4-(3-(methoxy-d3)phenyl)piperidin-4-ylbenzoate hydrochloride Cl.CN(C)CC1CNCCC1(C1=CC(=CC=C1)OC([2H])([2H])[2H])OC(C1=CC=CC=C1)=O